3-(benzo[d]thiazol-6-yl)-2-(6-methylpyridin-2-yl)-6-(1H-pyrazol-4-yl)-2,6-dihydro-7H-pyrazolo[3,4-c]pyridin-7-one S1C=NC2=C1C=C(C=C2)C=2N(N=C1C(N(C=CC12)C=1C=NNC1)=O)C1=NC(=CC=C1)C